(3S)-1-(4-{4-Cyclopropyl-6-[(1R)-1-methyl-1,2,3,4-tetrahydroisoquinoline-2-carbonyl]-1,3-benzoxazol-2-yl}-3-fluorophenyl)pyrrolidine-3-carboxamide C1(CC1)C1=CC(=CC2=C1N=C(O2)C2=C(C=C(C=C2)N2C[C@H](CC2)C(=O)N)F)C(=O)N2[C@@H](C1=CC=CC=C1CC2)C